C1(CC1)N1C=C(C(C2=CC(=C(C(=C12)OC)Cl)F)=O)C(=O)OCC ethyl 1-cyclopropyl-7-chloro-6-fluoro-8-methoxy-1,4-dihydro-4-oxo-3-quinolinecarboxylate